3-pyridyl-(benzene) N1=CC(=CC=C1)C1=CC=CC=C1